5-chloro-2-(4-chlorothiazol-5-yl)-1H-pyrimidine-4,6-dione ClC1C(N=C(NC1=O)C1=C(N=CS1)Cl)=O